7-(2-hydroxy-4,6-dimethyl-phenyl)-N-methyl-2-(1-methyl-3-piperidyl)-1,8-naphthyridine-4-carboxamide OC1=C(C(=CC(=C1)C)C)C1=CC=C2C(=CC(=NC2=N1)C1CN(CCC1)C)C(=O)NC